C=C1C[C@@H]2[C@H](N([C@H]1CC2)C(=O)OC(C)(C)C)C(=O)OCC2=CC=CC=C2 3-benzyl 2-tert-butyl (1S,3S,4R)-6-methylene-2-azabicyclo[2.2.2]octane-2,3-dicarboxylate